CN([C@@H]1CN(CC1)C=1C=NC2=CC=C(C=C2C1)C=1C(=NNC1)C1=NC(=CC=C1)C)C |r| rac-(3S)-N,N-dimethyl-1-[6-[3-(6-methyl-2-pyridyl)-1H-pyrazol-4-yl]-3-quinolyl]pyrrolidin-3-amine